4-(1-methyl-1H-pyrazol-3-yl)piperidine-4-carbonitrile CN1N=C(C=C1)C1(CCNCC1)C#N